OC1=CC=C(C=C1)C(C(C1=CC=C(C=C1)O)C1=CC=C(C=C1)O)C1=CC=C(C=C1)O 1,1,2,2-Tetrakis-(4-hydroxyphenyl)-ethan